1-ethyl-3-methylimidazoliumdisulfonate C(C)N1C([N+](C=C1)(S(=O)(=O)[O-])C)S(=O)(=O)[O-]